(4-((2,2-dimethylbenzo[d][1,3]dioxol-4-yl)methyl)-2-(2-isopropylphenyl)piperazin-1-yl)-7-azaspiro[3.5]nonane CC1(OC2=C(O1)C=CC=C2CN2CC(N(CC2)C2CCC21CCNCC1)C1=C(C=CC=C1)C(C)C)C